({6-[(1,3-benzothiazol-2-yl)amino]-5-methylpyridazin-3-yl}(methyl)amino)-5-(1-phenylmethanesulfonylpiperidin-4-yl)-1,3-thiazole-4-carboxylic acid S1C(=NC2=C1C=CC=C2)NC2=C(C=C(N=N2)N(C)C=2SC(=C(N2)C(=O)O)C2CCN(CC2)S(=O)(=O)CC2=CC=CC=C2)C